C(C)C1=C(C=O)C=CC=C1O 2-ETHYL-3-HYDROXYBENZALDEHYDE